(2R,3R)-N-(2-amino-4-((4-hydroxybenzyl)amino)phenyl)-2,3-difluorooctanamide NC1=C(C=CC(=C1)NCC1=CC=C(C=C1)O)NC([C@H]([C@@H](CCCCC)F)F)=O